2-((4-chlorophenyl)thio)acetic acid ClC1=CC=C(C=C1)SCC(=O)O